ClC1=CC(=NC=N1)NC(=O)CCN1CC(N(C(C1)C)C(=O)OC(C)(C)C)C tert-butyl 4-{2-[(6-chloropyrimidin-4-yl)carbamoyl]ethyl}-2,6-dimethylpiperazine-1-carboxylate